3-(2-((3-((tert-butyldiphenylsilyl)oxy)-propyl)(methyl)amino)-3,3,3-trifluoropropyl)-1-((R)-1-(3-(8-chloroimidazo[1,2-a]pyrazin-6-yl)phenyl)ethyl)-1-ethylurea [Si](C1=CC=CC=C1)(C1=CC=CC=C1)(C(C)(C)C)OCCCN(C(CNC(N(CC)[C@H](C)C1=CC(=CC=C1)C=1N=C(C=2N(C1)C=CN2)Cl)=O)C(F)(F)F)C